FC(CCOC1=NSN=C1C=1CN(CCC1)CF)(CCC)F 3-((3,3-difluorohexyl)oxy)-4-(1-(fluoromethyl)-1,2,5,6-tetrahydropyridin-3-yl)-1,2,5-thiadiazole